FC1C(C1)C(=O)NC=1N=C2N(C=C(C=C2)C=2C(=CC3=C(NC=N3)C2)CO)C1 2-fluoro-N-(6-(5-(hydroxymethyl)-1H-benzo[d]imidazol-6-yl)imidazo[1,2-a]pyridin-2-yl)cyclopropane-1-carboxamide